FC1=C2C(C=C(NC2=CC(=C1C#CC1=NC=CC=C1OC)F)C=1C=C(C#N)C=CC1S(=O)(=O)C)=O 3-(5,7-Difluoro-6-((3-methoxypyridin-2-yl)ethynyl)-4-oxo-1,4-dihydroquinolin-2-yl)-4-(methylsulfonyl)benzonitrile